1,3-disila-propane [SiH3]C[SiH3]